OB1OCC2=C1C(=C(C=C2)C(=O)N[C@@H](C(C)C)C(=O)OCC2=NC(=CC=C2)N2CCNCC2)C (6-(piperazin-1-yl)pyridin-2-yl)methyl (1-hydroxy-7-methyl-1,3-dihydrobenzo[c][1,2]oxaborole-6-carbonyl)-L-valinate